BrC=1C=CC(=C2C(=C(C(=NC12)S(=O)CC1=NOC(=C1)C)C(C)=O)NC1=NN(C=N1)C)Cl 1-(8-bromo-5-chloro-4-((1-methyl-1H-1,2,4-triazol-3-yl)amino)-2-(((5-methylisoxazol-3-yl)methyl)sulfinyl)quinolin-3-yl)ethan-1-one